3-(2-(((1R,3S,5S)-8-azabicyclo[3.2.1]octan-3-yl)amino)-5-(trifluoromethyl)pyrimidin-4-yl)-7-(dimethylphosphoryl)-1H-indole-6-carbonitrile [C@H]12CC(C[C@H](CC1)N2)NC2=NC=C(C(=N2)C2=CNC1=C(C(=CC=C21)C#N)P(=O)(C)C)C(F)(F)F